(S)-benzyl (6-acrylamido-1-((2-(5-(dimethylamino)naphthalene-1-sulfonamido)ethyl)amino)-1-oxohexan-2-yl)carbamate C(C=C)(=O)NCCCC[C@@H](C(=O)NCCNS(=O)(=O)C1=CC=CC2=C(C=CC=C12)N(C)C)NC(OCC1=CC=CC=C1)=O